C(C)(C)(C)OC(=O)N1CCN(CC1)C(C1=C(C=C(C=C1)NC(=O)C=1N(C(=CN1)C=1C(=NNC1)C(F)(F)F)C)C)=O 4-[2-methyl-4-[[1-methyl-5-[3-(trifluoromethyl)-1H-pyrazol-4-yl]imidazole-2-carbonyl]amino]benzoyl]piperazine-1-carboxylic acid tert-butyl ester